tert-butyl 4-(4-amino-3-fluoro-phenyl)piperidine-1-carboxylate NC1=C(C=C(C=C1)C1CCN(CC1)C(=O)OC(C)(C)C)F